2-(3-methoxyphenyl)phenol COC=1C=C(C=CC1)C1=C(C=CC=C1)O